C(N)(=O)C=1C=2N(C(=NC1NC1=CC(=C(OCCOCCOCCOCCNC(OCC3=CC=CC=C3)=O)C(=C1)OC)OC)SC)C=CN2 benzyl N-[2-[2-[2-[2-[4-[(8-carbamoyl-5-methylsulfanyl-imidazo[1,2-c]pyrimidin-7-yl)amino]-2,6-dimethoxyphenoxy]ethoxy]ethoxy]ethoxy]ethyl]carbamate